FC(CNC=1C=C(C(=O)NC2CCC(CC2)NC2=CC=CC=3N2C=C(N3)C(F)(F)F)C=CC1)F 3-[(2,2-difluoroethyl)amino]-N-[(1s,4s)-4-{[2-(trifluoromethyl)imidazo[1,2-a]pyridin-5-yl]amino}cyclohexyl]benzamide